C(=O)C1=C(C=NC(=C1O)C)COC1=C(OP(=O)=N[C@H](C(=O)OC(C)C)CC2=CC=CC=C2)C=CC=C1 (2S)-Isopropyl 2-(((4-formyl-5-hydroxy-6-methylpyridin-3-yl)methoxy)(phenoxy)phosphorylamino)-3-phenylpropanoate